2-[(2E)-2-(aminomethyl)-3-fluoroprop-2-en-1-yl]-4-[5-(1,3-benzodioxol-5-yl)-3-fluoropyridin-2-yl]-2,4-dihydro-3H-1,2,4-triazol-3-one hydrochloride Cl.NC/C(/CN1N=CN(C1=O)C1=NC=C(C=C1F)C1=CC2=C(OCO2)C=C1)=C\F